CN1N=CC(=C1)C1=CC=C(C=N1)N 6-(1-methyl-1H-pyrazol-4-yl)pyridin-3-amine